C(C1=CC=CC=C1)C1C(NC(C(N1)=O)C)=O 3-Benzyl-6-methyl-2,5-diketopiperazin